5-((5-(3,4-difluorophenyl)pyridin-3-yl)oxy)-2-(piperidin-4-yloxy)-nicotinonitrile FC=1C=C(C=CC1F)C=1C=C(C=NC1)OC=1C=NC(=C(C#N)C1)OC1CCNCC1